C(C)(C)(C)OC(=O)N1CC(C1)CCC(=O)N(C)OC.N[C@H](C)C=1C(=C(C=CC1)C(CCC1CN(C1)C(=O)OC(C)(C)C)(F)F)F tert-butyl (R)-3-(3-(3-(1-aminoethyl)-2-fluorophenyl)-3,3-difluoropropyl)azetidine-1-carboxylate tert-butyl-3-(3-(methoxy(methyl)amino)-3-oxopropyl)azetidine-1-carboxylate